6-bromo-3,4-dihydro-2H-[2,7]naphthyridin-1-one BrC=1C=C2CCNC(C2=CN1)=O